C(#N)C=1C=C(C=NC1)S(=O)(=O)N(C)[C@@H](C(F)(F)F)C1=CC=C(C=C1)OC(F)F (R)-5-cyano-N-(1-(4-(difluoromethoxy)phenyl)-2,2,2-trifluoroethyl)-N-methylpyridine-3-sulfonamide